2,3,5,6-tetrafluoro-para-hydroxybenzyl chloride (2S,3R,4S,5S,6S)-2-(4-(chloromethyl)-2,3,5,6-tetrafluorophenoxy)-6-(methoxycarbonyl)tetrahydro-2H-pyran-3,4,5-triyl-triacetate ClCC1=C(C(=C(O[C@@H]2O[C@@H]([C@H]([C@@H]([C@H]2CC(=O)O)CC(=O)O)CC(=O)O)C(=O)OC)C(=C1F)F)F)F.FC1=C(CCl)C(=C(C(=C1F)O)F)F